tert-butyl 5-(5-cyanopyridin-2-yl)-2,5-diazaspiro[3.4]octane-2-carboxylate C(#N)C=1C=CC(=NC1)N1C2(CN(C2)C(=O)OC(C)(C)C)CCC1